2,3-dihydro-1,4-benzodioxol-6-sulfonyl chloride O1CCC2C1=CC(=CO2)S(=O)(=O)Cl